2-(2,6-dichloro-4-(6-(difluoromethyl)-3,5-dioxo-4,5-dihydro-1,2,4-triazin-2(3H)-yl)phenoxy)-5-hydroxy-N-((1r,3r)-3-hydroxycyclobutyl)pyridine-4-sulfonamide ClC1=C(OC2=NC=C(C(=C2)S(=O)(=O)NC2CC(C2)O)O)C(=CC(=C1)N1N=C(C(NC1=O)=O)C(F)F)Cl